methyl (Z)-3-methoxy-2-[5-(4-methoxyimino-cyclohexyl)-2-methyl-phenoxy]prop-2-enoate CO\C=C(\C(=O)OC)/OC1=C(C=CC(=C1)C1CCC(CC1)=NOC)C